C(C)OC(CCN1C([C@@H](N=C(C2=C1C=CC(=C2)Cl)C2=CC=CC=C2)C2CCC2)=O)=O (S)-3-(7-chloro-3-cyclobutyl-2-oxo-5-phenyl-2,3-dihydro-1H-benzo[e][1,4]diazepin-1-yl)propionic acid ethyl ester